3-[(FURAN-2-YLMETHYL)(METHYL)AMINO]PROPANAL O1C(=CC=C1)CN(CCC=O)C